C(C)(C)(C)C1=NN(C(=C1)N)C1=CC=C(C=C1)C 3-tert-butyl-1-(4-methylphenyl)-1H-pyrazol-5-amine